C(C)(=O)N1CCC(CC1)C1=CC=C(C(=C1C(C)N[C@@H]1CC(N(C1)C)=O)F)C(F)F (R)-6-(1-acetylpiperidin-4-yl)-4-((1-(3-(difluoromethyl)-2-fluorophenyl)ethyl)amino)-1-methylpyrrolidone